N[C@H](C(=O)NC)C(C)(C)C (S)-2-amino-N,3,3-trimethylbutanamide